methyl 4-amino-7-fluoro-1-methylimidazolo[1,5-a]quinoxalin-8-carboxylate NC=1C=2N(C3=CC(=C(C=C3N1)F)C(=O)OC)C(=NC2)C